The molecule is a sphingomyelin obtained by formal condensation of the carboxy group of octadecanoic acid with the amino group of 15-methylhexadecasphingosine-1-phosphocholine. It is a metabolite of the nematode Caenorhabditis elegans. It has a role as a Caenorhabditis elegans metabolite. It derives from a 15-methylhexadecasphing-4-enine and an octadecanoic acid. CCCCCCCCCCCCCCCCCC(=O)N[C@@H](COP(=O)([O-])OCC[N+](C)(C)C)[C@@H](/C=C/CCCCCCCCCC(C)C)O